C(C)(C)(C)OC([C@@H](CC1=CC=C(C=C1)B1OC(C(O1)(C)C)(C)C)[C@@H]1CN(CC1)C(=O)OC(C)(C)C)=O Tert-butyl (R)-3-((S)-1-(tert-butoxy)-1-oxo-3-(4-(4,4,5,5-tetramethyl-1,3,2-dioxaborolan-2-yl)phenyl)propan-2-yl)pyrrolidine-1-carboxylate